1,2-bischlorodimethylsilylethane ClC(CCl)[SiH](C)C